N1(C=NC=C1)CCN1N=CC=C1C(=O)[O-].[Na+] sodium 1-(2-(1H-imidazol-1-yl) ethyl)-1H-pyrazole-5-carboxylate